CNC(C)(C#C)C N,2-dimethylbut-3-yn-2-amine